5-nitro-1,3-phenylenediamine [N+](=O)([O-])C=1C=C(C=C(C1)N)N